(3S,4R)-1-[cis-4-cyano-4-(4-fluorophenyl)cyclohexyl]-3-methyl-4-phenyl-4-piperidinecarboxylic acid C[C@@H]1CN(CC[C@@]1(C2=CC=CC=C2)C(=O)O)C3CCC(CC3)(C#N)C4=CC=C(C=C4)F